FC=1C=CC(=C(C1)NC(=O)NC(C(C)C)C1=NC(=NO1)C=1C=NC=CC1)OC 1-(5-fluoro-2-methoxy-phenyl)-3-{2-methyl-1-[3-(pyridin-3-yl)-1,2,4-oxadiazol-5-yl]propyl}-urea